(2,4-difluoro-3-iodophenyl)isoquinoline-5-sulfonamide FC1=C(C=CC(=C1I)F)C1=NC=CC=2C(=CC=CC12)S(=O)(=O)N